C[AsH]([O-])=O.[NH4+] ammonium methylarsinate